O=C1NCCC1CN1CCC(CC1)C(=O)N (2-oxopyrrolidin-3-yl)methylpiperidine-4-carboxamide